OC=1C=CC2=CN(N=C2C1)C(C(=O)NC=1SC=CN1)C1=CC=CC=C1 2-(6-hydroxyindazol-2-yl)-2-phenyl-N-thiazol-2-yl-acetamide